(5-Methyl-4,5-dihydro-1H-pyrazol-1-yl)(pyridin-3-yl)methanone CC1CC=NN1C(=O)C=1C=NC=CC1